NC1=C(C(=NN1C1(CC1)C)C1=CC=C(C=C1)CC(=O)O)C#N 2-(4-(5-amino-4-cyano-1-(1-methylcyclopropyl)-1H-pyrazol-3-yl)phenyl)acetic acid